C(C=C)(=O)N1[C@H](CN(CC1)C=1C2=C(N=C(N1)CCO[C@@H]1COCC1)CN(CC2)C2=CC=CC1=CC=CC(=C21)C)CC#N 2-((S)-1-propenoyl-4-(7-(8-methylnaphthalen-1-yl)-2-(2-((S)-tetrahydrofurane-3-yloxy)ethyl)-5,6,7,8-tetrahydropyrido[3,4-d]pyrimidin-4-yl)piperazin-2-yl)acetonitrile